COC1=NC=NC2=CC=C(C=C12)C=1C=CN2N=C(N=CC21)N[C@@H]2C[C@@H](C2)NC cis-N1-(5-(4-methoxyquinazolin-6-yl)pyrrolo[2,1-f][1,2,4]triazin-2-yl)-N3-methylcyclobutane-1,3-diamine